C(C)(C)(C)OC(=O)N1[C@@H](CN([C@H](C1)C)C1=CC(=C(C=C1)C#N)Cl)C.C(C)(=O)N1CCC(CC1)NC(C1=CC(=C(C(=C1)OC)OCCCC)OC)=O N-(1-acetylpiperidin-4-yl)-4-butoxy-3,5-dimethoxybenzamide tert-Butyl-(2R,5S)-4-(3-chloro-4-cyanophenyl)-2,5-dimethylpiperazine-1-carboxylate